CC(=O)N[C@@H]1[C@H]([C@@H]([C@H](O[C@H]1O[C@H]2[C@H]([C@H](O[C@H]([C@@H]2O)O[C@@H]3[C@H](O[C@H]([C@@H]([C@H]3O)O)O)CO)CO)O)CO[C@H]4[C@@H]([C@H]([C@@H]([C@H](O4)CO[C@H]5[C@@H]([C@H]([C@H]([C@H](O5)CO)O)O)O)O)O)O)O)O The molecule is a linear amino pentasaccharide comprising beta-D-glucose at the reducing end with a beta-D-galactosyl-(1->6)-beta-D-glucosyl-(1->6)-N-acetyl-beta-D-glucosaminyl-(1->3)-beta-D-galactosyl moiety at the 4-position. It is an amino pentasaccharide and a glucosamine oligosaccharide.